3'-ethoxy-4-methyl-4'-(7-oxo-6,7-dihydro-3H-[1,2,3]triazolo[4,5-d]pyrimidin-5-yl)-[1,1'-biphenyl]-3-carboxylic acid C(C)OC=1C=C(C=CC1C=1NC(C2=C(N1)NN=N2)=O)C2=CC(=C(C=C2)C)C(=O)O